3-cyclopropyl-4-(2-fluoro-5-methyl-4-methanesulfonyl-phenyl)-1H-pyrazolo[3,4-c]pyridine-5-carboxylic acid C1(CC1)C1=NNC2=CN=C(C(=C21)C2=C(C=C(C(=C2)C)S(=O)(=O)C)F)C(=O)O